tert-Butyl ((1S,3R)-3-((3-(isoxazol-5-yl)-2-methoxypyridin-4-yl)oxy)cyclopentyl)carbamate O1N=CC=C1C=1C(=NC=CC1O[C@H]1C[C@H](CC1)NC(OC(C)(C)C)=O)OC